2-(7-(1-(Tert-Butoxycarbonyl)piperidin-4-yl)-1-(cyclopropylmethyl)-1H-indol-2-yl)-3-methylpyrazolo[1,5-a]pyridine-6-carboxylic acid ethyl ester C(C)OC(=O)C=1C=CC=2N(C1)N=C(C2C)C=2N(C1=C(C=CC=C1C2)C2CCN(CC2)C(=O)OC(C)(C)C)CC2CC2